C(C)N1C(C(=CC2=C1N=C(N=C2)N[C@@H]2CNCCC2)C2=C(C(=C(C=C2)NS(=O)(=O)CC2=CC=CC=C2)F)F)=O (S)-N-(4-(8-ethyl-7-oxo-2-(piperidin-3-yl-amino)-7,8-dihydro-pyrido[2,3-d]pyrimidin-6-yl)-2,3-difluorophenyl)-1-phenylmethanesulfonamide